3-amino-N-((3-methoxytetrahydro-furan-2-yl)methyl)-6-(3-methylimidazo[1,2-a]pyridin-6-yl)-5-(oxazol-2-yl)pyrazine-2-carboxamide NC=1C(=NC(=C(N1)C=1OC=CN1)C=1C=CC=2N(C1)C(=CN2)C)C(=O)NCC2OCCC2OC